CC1=CC=C(C(=O)CC(C2=CC=C(C=C2)C)=O)C=C1 bis(4-methylbenzoyl)-methane